COC1=C(C(=CC=C1)OC)S(=O)(=O)NC1=NOC2=C1C[C@H](C1=CC=C(C=C12)OC)C |o1:20| Rel-(R)-2,6-dimethoxy-N-(8-methoxy-5-methyl-4,5-dihydronaphtho[2,1-d]isoxazol-3-yl)benzenesulfonamide